2-((R,R)-Dispiro[adamantane-2,3'-[1,2,4]trioxolane-5',1''-cyclohexan]-3''-yl)acetic acid [C@@]12(C[C@@H](CCC1)CC(=O)O)OC1(OO2)C2CC3CC(CC1C3)C2